FC(C=1C=C(C=C(C1)C(F)(F)F)NC(=O)C1=NC(=CC=C1)C(=O)NC1CC2=C(C=CC=C2CC1)C1=NC=CC=C1)(F)F N2-(3,5-Bis(trifluoromethyl)phenyl)-N6-(8-(pyridin-2-yl)-1,2,3,4-tetrahydronaphthalen-2-yl)pyridine-2,6-dicarboxamide